NC=1C=C2CN(C(C2=CC1)=O)C1C(NC(CC1)=O)=O 3-(5-amino-1-oxoisoindol-2-yl)piperidine-2,6-dione